(5-(1,1,1-trifluoro-2-hydroxypropan-2-yl)pyrazin-2-yl)-purine-2,6(3H,7H)-dione FC(C(C)(O)C=1N=CC(=NC1)N1C(NC(C=2NC=NC12)=O)=O)(F)F